2-bromo-3-(pyridin-4-yl)-6,7-dihydropyrazolo[1,5-a]pyrazine-5(4H)-carboxylate BrC1=NN2C(CN(CC2)C(=O)[O-])=C1C1=CC=NC=C1